O=S1(CCC(CC1)NC1=C2C=C(N(C2=CC=C1)CC(F)(F)F)C#CCNC=1C=CC(=NC1)C(=O)NC1CCN(CC1)C)=O 5-[(3-{4-[(1,1-dioxo-1λ6-thian-4-yl)amino]-1-(2,2,2-trifluoroethyl)-1H-indol-2-yl}prop-2-yn-1-yl)amino]-N-(1-methylpiperidin-4-yl)pyridine-2-carboxamide